6-chloro-3-amino-2-(2,2,2-trifluoroethoxy)pyridine ClC1=CC=C(C(=N1)OCC(F)(F)F)N